FC(OC1=C(C=C(C=C1)OC=1C=NN(C1)CCC1OC1)C1=NN(C=C1NC(=O)C=1C=NN2C1N=CC=C2)C)F N-[3-[2-(difluoromethoxy)-5-[1-[2-(oxiran-2-yl)ethyl]pyrazol-4-yl]oxy-phenyl]-1-methyl-pyrazol-4-yl]pyrazolo[1,5-a]pyrimidine-3-carboxamide